FC=1C(=NC(=NC1)C1=CN=C2N1C=C(N=C2)C(F)(F)F)N2CC(OC(C2)C=2C=NNC2)C 4-(5-Fluoro-2-(6-(trifluoromethyl)imidazo[1,2-a]pyrazin-3-yl)pyrimidin-4-yl)-2-methyl-6-(1H-pyrazol-4-yl)morpholine